ClC1=CC=C(C=C1)C(=O)C1CC=2C(CN1)=NN(C2O)C2=NC=CC=C2 (4-chlorophenyl)(3-hydroxy-2-(pyridin-2-yl)-2,4,5,7-tetrahydro-6H-pyrazolo[3,4-c]pyridin-5-yl)methanone